CS(=O)(=O)OCCOCCOCCOCCOCCN(C(C(COCCCCCCCC(=O)[O-])OCCCCCCCC(=O)OC\C=C/CCCCCC)=O)CCCCCCCC 8-[3-[2-[2-[2-[2-(2-methylsulfonyloxyethoxy)ethoxy]ethoxy]ethoxy]ethyl-octylamino]-2-[8-[(Z)-non-2-enoxy]-8-oxo-octoxy]-3-oxo-propoxy]octanoate